CC(C)(C)NC(=O)C1=CC=C(C=C1)NC1=NC=NC=N1 6-((4-(((1,1-dimethylethyl)amino)carbonyl)phenyl)-amino)-1,3,5-triazine